N1C(=NC2=C1C=CC=C2)[C@@H](C)NC([C@H](CC(=O)N2[C@H](CCCC2)C)NC(CCC(C)C)=O)=O N-((S)-1-(((R)-1-(1H-Benzo[d]imidazol-2-yl)ethyl)amino)((S)-2-methylpiperidin-1-yl)-1,4-dioxobutan-2-yl)-4-methylpentanamide